C=C(C)C=1N=C(C2=C(N1)CN(CC2)C(=O)OC(C)(C)C)NC=2N=CN(C2)C2=CC(=C(C(=C2)OC)OC)OC tert-butyl 2-(prop-1-en-2-yl)-4-((1-(3,4,5-trimethoxyphenyl)-1H-imidazol-4-yl) amino)-5,6-dihydropyrido[3,4-d]pyrimidine-7(8H)-carboxylate